OCCOC1=CC=C(C=C1)C(CCCCCCCCCCC)C1=CC=C(C=C1)OCCO 1,1-bis(4-(2-hydroxyethoxy)phenyl)dodecane